1,1-Di(tert.butylperoxy)cyclohexane C(C)(C)(C)OOC1(CCCCC1)OOC(C)(C)C